C(C)(C)(C)OC(=O)N[C@H]([C@@H](C)OCC1=CC=C(C=C1)N1CCC(CC1)C(=O)OC(C)(C)C)CCC(N)=O Tert-butyl 1-[4-([[(2R,3S)-3-[(tert-butoxycarbonyl)amino]-5-carbamoylpentan-2-yl]oxy]methyl)phenyl]piperidine-4-carboxylate